ethyl 5-hydroxy-1-(4-(3-(trifluoromethyl)benzyl)pyridin-2-yl)-1H-pyrazole-4-carboxylate OC1=C(C=NN1C1=NC=CC(=C1)CC1=CC(=CC=C1)C(F)(F)F)C(=O)OCC